2-(benzhydryl(methyl)amino)-5-hydroxy-1-methyl-6-oxo-N-(4-(trifluoromethyl)phenyl)-1,6-dihydropyrimidine-4-carboxamide C(C1=CC=CC=C1)(C1=CC=CC=C1)N(C=1N(C(C(=C(N1)C(=O)NC1=CC=C(C=C1)C(F)(F)F)O)=O)C)C